(Z)-2-(1,3-dithian-2-yl)phenyl 3-(4-bromophenyl)acrylate BrC1=CC=C(C=C1)\C=C/C(=O)OC1=C(C=CC=C1)C1SCCCS1